C(C)C(CC(CCCCC)P(O)(O)=O)CCCC mono-2-ethylhexyl-hexyl-phosphonic acid